N1N=C(C2=CC=CC=C12)\N=C/N(C)C (Z)-N'-(1H-indazol-3-yl)-N,N-dimethylmethanimidamide